4-Morpholin-4-ylnaphthalene-1,2-dione N1(CCOCC1)C1=CC(C(C2=CC=CC=C12)=O)=O